C(#N)C1=CC=2N(C(=C1)C)C(=NN2)[C@@H]2C[C@@H](CCC2)NC(OC(C)(C)C)=O tert-butyl ((1R,3S)-3-(7-cyano-5-methyl-[1,2,4]triazolo[4,3-a]pyridin-3-yl)cyclohexyl)carbamate